C1(=CC=CC=C1)/C=C/C1=NC=CC=N1 2-[(E)-2-phenylvinyl]pyrimidine